O[C@H]1C=C(C(C[C@@H]1C(C)C)=O)C (4R,5R)-4-Hydroxy-5-isopropyl-2-methylcyclohex-2-enone